NC=1C(=C(C=CC1)C1=C2CCC(C2=CC=C1)OC1=C(C(=C(C=O)C=C1Cl)OC)F)C 4-((4-(3-amino-2-methylphenyl)-2,3-dihydro-1H-inden-1-yl)oxy)-5-chloro-3-fluoro-2-methoxybenzaldehyde